CC=1CN(C(N(N1)C(CC)=O)=O)N=CC=1C=NC=CC1 6-methyl-2-propionyl-4-((pyridin-3-ylmethylene)amino)-4,5-dihydro-1,2,4-triazin-3(2H)-one